(4R)-4-[3-[7-[(3-Methylsulfonylphenyl)methyl]-2,7-diazaspiro[3.5]nonan-2-yl]-3-oxo-propyl]oxazolidin-2-one CS(=O)(=O)C=1C=C(C=CC1)CN1CCC2(CN(C2)C(CC[C@H]2NC(OC2)=O)=O)CC1